CC1=C(C=CC=C1C(F)(F)F)[C@@H](C)NC1=CC=NC2=CC=C(C=C12)N1CCN(CC1)CC(F)(F)F (R)-N-(1-(2-methyl-3-(trifluoromethyl)phenyl)ethyl)-6-(4-(2,2,2-trifluoroethyl)piperazin-1-yl)quinolin-4-amine